NC1=C2N=CN(C2=NC(=N1)F)[C@H]1C[C@@H]([C@@](O1)(C#C)COP(=O)(OC1=CC=CC=C1)N[C@@H](CC1=CC=CC=C1)C(=O)OCCCCCCCCCCCCCCCC)O Hexadecyl ((((2R,3S,5R)-5-(6-amino-2-fluoro-9H-purin-9-yl)-2-ethynyl-3-hydroxytetrahydrofuran-2-yl)methoxy)(phenoxy)phosphoryl)-L-phenylalaninate